C(#N)[C@H](C[C@H]1C(NCCC1)=O)NC([C@@H](NC(=O)C=1C=NC(=CC1)C)CC(C)C)=O N-{(1S)-1-cyano-2-[(3S)-2-oxopiperidin-3-yl]ethyl}-N2-(6-methylpyridine-3-carbonyl)-L-leucinamide